CN1N=C2N(C=CC(=C2)C2(CC2)C2=CC=C(C=C2)C2=NN=C3N2CCCCC3)C1=O 2-methyl-7-[1-(4-{5H,6H,7H,8H,9H-[1,2,4]triazolo[4,3-a]azepin-3-yl}phenyl)cyclopropyl]-[1,2,4]triazolo[4,3-a]pyridin-3-one